C1(CC1)C1=NC=NC(=C1C=1N=CC2=C(N1)C(=CN2)CC2=CC=C(C=C2)C=2N(C=C(N2)C(F)(F)F)C)C2CC2 2-(4,6-dicyclopropylpyrimidin-5-yl)-7-[[4-[1-methyl-4-(trifluoromethyl)imidazol-2-yl]phenyl]methyl]-5H-pyrrolo[3,2-d]pyrimidine